CC1=C(C(=O)P(C2=CC=C(C=C2)C)(C2=CC=C(C=C2)C)=O)C(=CC(=C1)C)C 2,4,6-trimethylbenzoyl-di-p-tolyl-phosphine oxide